FC(S(=O)(=O)C(S(=O)(=O)C(F)(F)F)[Li])(F)F bis(trifluoromethylsulfonyl)methyl-lithium